C(C=C)N1S(C2=C(C3=C1C=CC=C3)N=C(N=C2)NC2=CC=3CCCCC3C=C2)(=O)=O 6-allyl-N-(5,6,7,8-tetrahydronaphthalen-2-yl)-6H-pyrimido[5,4-c][2,1]benzothiazin-2-amine 5,5-dioxide